3-cyclopropyl-5-(2-methylsulfanyl-pyrimidin-4-yl)pyrazolo[1,5-a]pyrimidine C1(CC1)C=1C=NN2C1N=C(C=C2)C2=NC(=NC=C2)SC